CC1(CC[C@H](O1)COC1=CC=C(C=C1)C=1C=C(C(NC1C(F)(F)F)=O)C(=O)N)C (S)-5-(4-((5,5-dimethyltetrahydrofuran-2-yl)methoxy)phenyl)-2-oxo-6-(trifluoromethyl)-1,2-dihydropyridine-3-carboxamide